N-(5-((4-(4-((2,6-dioxopiperidin-3-yl)amino)benzyl)piperazin-1-yl)methyl)-1-((1s,4s)-4-(hydroxymethyl)cyclohexyl)-1H-benzo[d]imidazol-2-yl)-3-(trifluoromethyl)benzamide O=C1NC(CCC1NC1=CC=C(CN2CCN(CC2)CC2=CC3=C(N(C(=N3)NC(C3=CC(=CC=C3)C(F)(F)F)=O)C3CCC(CC3)CO)C=C2)C=C1)=O